(R)-2-[3-[4-AMINO-3-(2-FLUORO-4-PHENOXY-PHENYL)PYRAZOLO[3,4-D]PYRIMIDIN-1-YL]PIPERIDINE-1-CARBONYL]-4-METHYL-4-[4-(OXETAN-3-YL)PIPERAZIN-1-YL]PENT-2-ENENITRILE NC1=C2C(=NC=N1)N(N=C2C2=C(C=C(C=C2)OC2=CC=CC=C2)F)[C@H]2CN(CCC2)C(=O)C(C#N)=CC(C)(N2CCN(CC2)C2COC2)C